FC1=C(C=CC(=C1)C(C=CC=1C=C2N=CC=NC2=CC1)=O)C1=CC=CC=C1 1-(2-fluoro-[1,1'-biphenyl]-4-yl)-3-(quinoxalin-6-yl)prop-2-en-1-one